SC1(CC=C(C(C(=O)O)=C1)[N+](=O)[O-])S 5,5-dimercapto-2-nitrobenzoic acid